N-cyclopentyl-1-[[5-[5-(trifluoromethyl)-1,2,4-oxadiazol-3-yl]-2-thienyl]methyl]pyrazole-3-carboxamide C1(CCCC1)NC(=O)C1=NN(C=C1)CC=1SC(=CC1)C1=NOC(=N1)C(F)(F)F